iron(III) borate B([O-])([O-])[O-].[Fe+3]